C(C)(C)(C)OOC(C(=O)O)C(CC(C)(C)C)C.ClC=1C=C2CC(N(C2=CC1)C(C(=O)N)CC)=O (+)-2-(5-chloro-2-oxo-2,3-dihydro-1H-indol-1-yl)butanamide t-butylperoxy-3,5,5-trimethyl-hexanoate